O=C1NC(CCC1OC1=CC=C(C=C1)C1CCN(CC1)CCCC(=O)N1CCN(CC1)C1=CC=C(C=C1)C=1C=C2C(=NC1)NC=C2C(C2=C(C(=CC=C2F)NS(N(C)CC)(=O)=O)F)=O)=O 5-[4-[4-[4-[4-[4-[(2,6-dioxo-3-piperidyl)oxy]phenyl]-1-piperidyl]butanoyl]piperazin-1-yl]phenyl]-3-[3-[[ethyl(methyl)sulfamoyl]amino]-2,6-difluoro-benzoyl]-1H-pyrrolo[2,3-b]pyridine